1-phenylbutyl acrylate (1-phenylbutyl acrylate) C1(=CC=CC=C1)C(CCC)C(C(=O)O)=C.C(C=C)(=O)OC(CCC)C1=CC=CC=C1